C(C)OCCOCCOC(C)=O.C(C)(=O)OCCOCCOCCCC diethylene glycol monobutyl ether acetate 2-(2-ethoxyethoxy)ethyl-acetate